methyl 5-{[1-({4-[3-(dimethylamino)prop-1-yn-1-yl]-2-fluorophenoxy}methyl)cyclopropyl]methyl}-2-(methylamino)-1,3-thiazole-4-carboxylate CN(CC#CC1=CC(=C(OCC2(CC2)CC2=C(N=C(S2)NC)C(=O)OC)C=C1)F)C